(E)-N-((3S,4R)-3-hydroxy-2,2-dimethyl-8-oxo-2,3,4,8-tetrahydropyrano[3,2-g]chromen-4-yl)-2-methyl-3-phenylacrylamide O[C@@H]1C(OC2=CC3=C(C=C2[C@H]1NC(\C(=C\C1=CC=CC=C1)\C)=O)C=CC(O3)=O)(C)C